Methyl 4-(2-(2-aminopyridin-3-yl)-5-(4-chlorophenyl)-3H-imidazo[4,5-b]pyridin-3-yl)benzoate NC1=NC=CC=C1C1=NC=2C(=NC(=CC2)C2=CC=C(C=C2)Cl)N1C1=CC=C(C(=O)OC)C=C1